6-((Boc)amino)-2-((2-methoxyethoxy)carbonyl)hexanoic acid C(=O)(OC(C)(C)C)NCCCCC(C(=O)O)C(=O)OCCOC